FC=1C=NC=C(C1OC)F 3,5-difluoro-4-methoxypyridine